O[C@H](COC=1C=C(C=CC1)S(=O)(=O)NC)CNC1COC2(C1)CCN(CC2)S(=O)(=O)C2=CC=C(C=C2)C=2C=NC=CC2 3-((2S)-2-hydroxy-3-(8-(4-(pyridin-3-yl)phenylsulfonyl)-1-oxa-8-azaspiro[4.5]decan-3-ylamino)propoxy)-N-methylbenzenesulfonamide